C(#N)N1C[C@H](CCC1)C(=O)NC=1SC(=CN1)C1=CC=CC=C1 (S)-1-cyano-N-(5-phenylthiazol-2-yl)piperidine-3-carboxamide